COC1=C(C=CC=C1)C=1C=C2C(=NC=NC2=CC1)N 6-(2-Methoxyphenyl)quinazolin-4-amine